FC(CC1=CC=CC=C1)(C1=CC(=CC=C1)F)F (R)-2,2-difluoro-2-(3-fluorophenyl)-1-phenylethane